COC=1C(=CN(C1C1=C(C=C(C=C1F)F)F)S(=O)(=O)C=1C=NC(=CC1)C(F)(F)F)C(=O)OC methyl 4-methoxy-1-((6-(trifluoromethyl) pyridin-3-yl) sulfonyl)-5-(2,4,6-trifluorophenyl)-1H-pyrrole-3-carboxylate